4-iodophenol IC1=CC=C(C=C1)O